OC1(CCN(CC12CCCC2)C(=O)N(C)CC2=CC=NS2)CN2C=NC(=CC2=O)C2=CC=CC=C2 10-Hydroxy-N-(isothiazol-5-ylmethyl)-N-methyl-10-((6-oxo-4-phenylpyrimidin-1(6H)-yl)methyl)-7-azaspiro[4.5]decane-7-carboxamide